COC=1C=C2C[C@@H](C(=CC2=CC1)C=O)C (3S)-6-methoxy-3-methyl-3,4-dihydronaphthalene-2-carbaldehyde